C1N(CC2=CC=CC=C12)CC1=CC(C(=CO1)OCC1CCN(CC1)S(=O)(=O)N(C)C)=O 4-(((6-(isoindolin-2-ylmethyl)-4-oxo-4H-pyran-3-yl)oxy)methyl)-N,N-dimethylpiperidine-1-sulfonamide